C(C)(C)(C)C=1C=C(C=C(C1)C(C)(C)C)C1=CC=C(C=C1)C1=NC=NC(=C1)C1=CC=C(C=C1)C=1C=NC=NC1 4-(3',5'-di-tert-butylbiphenyl-4-yl)-6-[4-(pyrimidin-5-yl)phenyl]pyrimidine